CC1=C(C=CC=C1NC(=O)C1=CC(=C(C=N1)CNC[C@H](CC(=O)O)O)C1CC1)C1=C(C(=CC=C1)NC(=O)C1=CC(=C(C=N1)CNC[C@H](CC(=O)O)O)C1CC1)C (3S,3'S)-4,4'-((((((2,2'-dimethyl-[1,1'-biphenyl]-3,3'-diyl)bis(azanediyl))bis(carbonyl))bis(4-cyclopropylpyridine-6,3-diyl))bis(methylene))bis(azanediyl))bis(3-hydroxybutanoic acid)